C(N)(OCC1=NC(=CC=C1)CO)=O ((6-(hydroxymethyl) pyridin-2-yl) methyl) carbamate